tert-butyl (R)-2-(((5-cyclohexylpyridin-2-yl)methyl) (pyridin-3-yl)carbamoyl)azetidine-1-carboxylate C1(CCCCC1)C=1C=CC(=NC1)CN(C(=O)[C@@H]1N(CC1)C(=O)OC(C)(C)C)C=1C=NC=CC1